2-HYDROXY-3-METHYLBUTYRIC ACID OC(C(=O)O)C(C)C